tert-butyl (2S,4R)-2-(hydroxymethyl)-4-phenylpyrrolidine-1-carboxylate OC[C@H]1N(C[C@H](C1)C1=CC=CC=C1)C(=O)OC(C)(C)C